5-fluoro-6-(2-fluoro-6-methoxyphenyl)-2-((2-isopropyl-4-methylpyridin-3-yl)amino)nicotinic acid FC=1C(=NC(=C(C(=O)O)C1)NC=1C(=NC=CC1C)C(C)C)C1=C(C=CC=C1OC)F